BrC1=CC=C(C=C1)CCSSC(C)(C)C 1-(4-bromophenyl-ethyl)-2-(tert-butyl)disulfane